C(C1=CC=CC=C1)N1C(C2=CC(=C(C=C2CC1)OC)OC)=O 2-Benzyl-6,7-dimethoxy-3,4-dihydroisoquinolin-1(2H)-one